(R)-N-(6-(3-((5-cyano-4-methoxypyrimidin-2-yl)amino)pyrrolidin-1-yl)-1-methyl-1H-indazol-3-yl)acrylamide C(#N)C=1C(=NC(=NC1)N[C@H]1CN(CC1)C1=CC=C2C(=NN(C2=C1)C)NC(C=C)=O)OC